N12CCCCC2C=NCCC1 1,8-diazabicyclo[4.5.0]undec-7-ene